C1(CCC1)CNC1CN(CCC1)C1=CC=CN=N1 6-(3-((cyclobutylmethyl)amino)piperidin-1-yl)pyridazin